3'-[6-(hydroxymethyl)-1-oxo-4-(trifluoromethyl)-3H-isoindol-2-yl]-2-(4-methyl-1,2,4-triazol-3-yl)-[1,1'-biphenyl]-4-carboxamide OCC1=CC(=C2CN(C(C2=C1)=O)C=1C=C(C=CC1)C1=C(C=C(C=C1)C(=O)N)C1=NN=CN1C)C(F)(F)F